C(C)(C)(C)N(C(O)=O)C1CCC(CC1)NC1=NC=CC(=N1)C=1C(=NC=CC1)OC1=C(C=C(C=C1C)N)F.FC1(C2CC(CC12)COC1CNC1)F 3-[(6,6-difluoro-3-bicyclo[3.1.0]hexanyl)methoxy]azetidine tert-butyl-((1r,4r)-4-((4-(2-(4-amino-2-fluoro-6-methylphenoxy)pyridin-3-yl)pyrimidin-2-yl)amino)cyclohexyl)carbamate